2-nitroso-3-trifluoromethyl-4-tertiary butyl-1-methylpyrrole N(=O)C=1N(C=C(C1C(F)(F)F)C(C)(C)C)C